FC1=CC=C(C=C1)C1=CC=CC(=C1)C(F)(F)F 4'-fluoro-5-(trifluoromethyl)biphenyl